C1(=C(C=CC=C1)/C=C/C1=NNC2=CC=C(C=C12)C(=O)O)C1=CC=CC=C1 (E)-3-(2-([1,1'-biphenyl]-2-yl)vinyl)-1H-indazole-5-carboxylic acid